C(C)[C@H]1[C@H](NC(C1)=O)COC1=NC=C(C2=CC(=C(C=C12)OC)C(=O)N)F 1-{[(2S,3R)-3-ethyl-5-oxopyrrolidin-2-yl]methoxy}-4-fluoro-7-methoxyisoquinoline-6-carboxamide